FC=1C=C(C(=C2C=C(NC12)S(=O)(=O)[C@H]1[C@@H](CC1)C)C1=NN(C=N1)C)C 7-fluoro-5-methyl-4-(1-methyl-1H-1,2,4-triazol-3-yl)-2-(((trans)-2-methylcyclobutyl)sulfonyl)-1H-indole